5-Difluoromethoxy-2-[(3,4-dimethoxy-2-pyridyl)]-sulfinyl-1H-benzimidazole sodium salt [Na].FC(OC1=CC2=C(NC(=N2)S(=O)C2=NC=CC(=C2OC)OC)C=C1)F